((3aR,4R,6R,6aR)-6-(4-aminopyrrolo[2,1-f][1,2,4]triazin-7-yl)-6-cyano-2,2-dimethyltetrahydrofuro[3,4-d][1,3]dioxol-4-yl)methyl 3-methylbutanoate CC(CC(=O)OC[C@H]1O[C@@]([C@@H]2OC(O[C@@H]21)(C)C)(C#N)C2=CC=C1C(=NC=NN12)N)C